trans-2-(3-bromophenyl)-1-phenethyl-cyclopropanamine BrC=1C=C(C=CC1)[C@H]1[C@@](C1)(N)CCC1=CC=CC=C1